[Cl-].C(CCCCCCCCCCCC)[NH2+]C[Si](C)(C)Cl tridecyl-{(chlorodimethylsilyl)methyl}ammonium chloride